N[C@H]1[C@@H]2N(C[C@H]1CC2)C(=O)C2=CC1=C(N(C(=N1)C=1N(C3=CC(=CC=C3C1)C1CC(C1)O)CC1CC1)C)C(=C2)OC 3-(2-{5-[(1R,4R,7R)-7-amino-2-azabicyclo[2.2.1]heptane-2-carbonyl]-7-methoxy-1-methyl-1H-1,3-benzodiazol-2-yl}-1-(cyclopropylmethyl)-1H-indol-6-yl)cyclobutan-1-ol